ClC1=C(C=CC(=C1)F)C1(CC1)C1=NOC(=N1)C1=NN(C(=C1)C(F)F)CC(=O)NCC1CCN(CC1)C 2-(3-(3-(1-(2-Chloro-4-fluorophenyl)cyclopropyl)-1,2,4-oxadiazol-5-yl)-5-(difluoromethyl)-1H-pyrazol-1-yl)-N-((1-methylpiperidin-4-yl)methyl)acetamide